FC=1C=C(C=C(C1C1=C(CCC2=CC(=CC=C12)O)C1=CC=CC=C1)F)N1CCC(CC1)CN1CCN(CC1)C=1C=C2CN(C(C2=CC1)=O)[C@@H]1C(NC(CC1)=O)=O (S)-3-(5-(4-((1-(3,5-difluoro-4-(6-hydroxy-2-phenyl-3,4-dihydronaphthalen-1-yl)phenyl)piperidin-4-yl)methyl)piperazin-1-yl)-1-oxoisoindolin-2-yl)piperidine-2,6-dione